C(C)(C)(C)OC(=O)N1CCC(CC1)/C=N/[S@@](=O)C(C)(C)C 4-[(E)-[(S)-tert-butylsulfinyl]iminomethyl]piperidine-1-carboxylic acid tert-butyl ester